C1(CC1)C(OCNC(CNC(OCC1C2=CC=CC=C2C=2C=CC=CC12)=O)=O)C(=O)O 10-cyclopropyl-1-(9H-fluorene-9-yl)-3,6-dioxo-2,9-dioxa-4,7-diazaundecan-11-oic acid